8-(9H-purin-6-yl)-2-oxa-8-azabicyclo[3.3.1]nona-3,6-diene-4,6-dicarbaldehyde N1=CN=C2NC=NC2=C1N1C=C(C2C(=COC1C2)C=O)C=O